NC1=C(C=CC=C1)C1=CC(=C(C=C1)N)O 2',4-diaminobiphenyl-3-ol